C(C)OC=1C=C(C=2N(C1)N=C1C2C=NN1)C=1C=CC(=NC1)N1CCN(C2(CC2)C1)C(=O)[O-] 7-(5-(6-ethoxy-1H-pyrazolo[3',4':3,4]pyrazolo[1,5-a]pyridin-4-yl)pyridin-2-yl)-4,7-diazaspiro[2.5]octane-4-carboxylate